1-methyl-3-(piperidin-4-yl)-1H-pyrazolo[3,4-b]Pyridine hydrochloride Cl.CN1N=C(C=2C1=NC=CC2)C2CCNCC2